C(CCCC)OC(NC1=NC=NN2C1=CC=C2[C@@]2(O[C@@H]([C@H]([C@H]2O)O)CO)C#N)=O (7-((2R,3R,4S,5R)-2-cyano-3,4-dihydroxy-5-(hydroxymethyl)tetrahydrofuran-2-yl)pyrrolo[2,1-f][1,2,4]triazin-4-yl)carbamic acid pentyl ester